ClC=1C=C(N)C=C(C1Cl)F 3,4-dichloro-5-fluoroaniline